4-methyl-3-[3-(3-pyridinyl)pyrazol-1-yl]benzoic acid methyl ester COC(C1=CC(=C(C=C1)C)N1N=C(C=C1)C=1C=NC=CC1)=O